N-[2-(p-methoxybenzenesulfonyloxy)phenyl]-N'-[4-(p-methoxybenzenesulfonyloxy)phenyl]urea COC1=CC=C(C=C1)S(=O)(=O)OC1=C(C=CC=C1)NC(=O)NC1=CC=C(C=C1)OS(=O)(=O)C1=CC=C(C=C1)OC